ClC1(CC=C(CC2=C(N)C(=CC(=C2)C)CC2=CCC(C=C2)(Cl)Cl)C=C1)Cl 2,6-bis(4,4'-dichlorobenzyl)-4-methyl-aniline